methyl 5-amino-1-(tetrahydro-2H-pyran-2-yl)-1H-indazole-3-carboxylate NC=1C=C2C(=NN(C2=CC1)C1OCCCC1)C(=O)OC